NO (1S,2R) and (1R,2R)-amino alcohol